CC1=CC(NC(N1)=S)=O 6-methyl-2-thioxo-2,3-dihydropyrimidin-4(1H)-one